OC=1C=C(C=CC1)C1=CC(=C(C(=N1)C1=CC=CC=C1)C1=CC=CC=C1)C1=CC=CC=C1 6-(3-hydroxyphenyl)-2,3,4-triphenylpyridine